6-bromo-3-fluoro-1-(2,2,2-trifluoroethyl)pyrrolo[3,2-c]pyridine BrC1=CC2=C(C=N1)C(=CN2CC(F)(F)F)F